FC1=CC(=CC2=CN(N=C12)C1CCNCC1)C1=CC2=CN(N=C2C(=C1)F)C 7-fluoro-5-(7-fluoro-2-methyl-indazol-5-yl)-2-(4-piperidinyl)indazole